tert-butyl 5'-[[2,6-difluoro-3-(5-fluoro-2-methoxypyridine-3-sulfonamido)phenyl]methoxy]-2'-oxospiro[cyclopropane-1,3'-pyrrolo[2,3-b]pyridine]-1'-carboxylate FC1=C(C(=CC=C1NS(=O)(=O)C=1C(=NC=C(C1)F)OC)F)COC=1C=C2C(=NC1)N(C(C21CC1)=O)C(=O)OC(C)(C)C